Ethyl (5R)-2-(1,5-dimethylpyrazol-4-yl)-5-methyl-6,7-dihydro-5H-pyrazolo[5,1-b][1,3]oxazine-3-carboxylate CN1N=CC(=C1C)C1=NN2C(O[C@@H](CC2)C)=C1C(=O)OCC